CN1CCCCC1 N-Methyl-piperidin